O=C1NC(CCC1N1C(C2=CC=CC(=C2C1=O)NCCCCCCCCCCC1=C(C(=O)N)C=CC=C1)=O)=O (10-((2-(2,6-dioxopiperidin-3-yl)-1,3-dioxoisoindolin-4-yl)amino)decyl)benzamide